4-amino-1-[(3R,5S)-5-hydroxy-1-prop-2-enoyl-3-piperidyl]-3-(4-phenoxyphenyl)imidazo[4,5-c]pyridin-2-one NC1=NC=CC2=C1N(C(N2[C@H]2CN(C[C@H](C2)O)C(C=C)=O)=O)C2=CC=C(C=C2)OC2=CC=CC=C2